(R)-2-(3-(3,3-difluoro-1-((4-methyl-4H-1,2,4-triazol-3-yl)methyl)cyclobutyl)phenyl)-6-((3,4-dimethylpiperazin-1-yl)methyl)-4-(trifluoromethyl)isoindolin-1-one FC1(CC(C1)(CC1=NN=CN1C)C=1C=C(C=CC1)N1C(C2=CC(=CC(=C2C1)C(F)(F)F)CN1C[C@H](N(CC1)C)C)=O)F